COC1=CC=C(C2=CC=CC=C12)C(CC1=CC2=C(OCO2)C=C1)=O 1-(4-methoxynaphthalene-1-yl)-2-(benzo[d][1,3]dioxol-5-yl)ethan-1-one